F[C@@H]1[C@@H](C1)C1=NN=C(S1)N 5-((1R,2S)-2-fluorocyclopropyl)-1,3,4-thiadiazol-2-amine